5-bromo-1,4-dimethyl-3-nitro-pyridin-2-one BrC=1C(=C(C(N(C1)C)=O)[N+](=O)[O-])C